(S)-5-fluoro-2-(4-methyl-6-((1-methylpiperidin-3-yl)methyl)pyridazin-3-yl)phenol FC=1C=CC(=C(C1)O)C=1N=NC(=CC1C)C[C@H]1CN(CCC1)C